O=C1NC(CCC1N1C(C2=CC=CC(=C2C1=O)NCC(N1CCN(CC1)C1=CC=C(C=C1)NC=1N=C(C2=C(N1)C=CO2)OC2=CC=CC=C2)=O)=O)=O 2-(2,6-Dioxopiperidin-3-yl)-4-((2-oxo-2-(4-(4-((4-phenoxyfuro[3,2-d]pyrimidin-2-yl)amino)phenyl)piperazin-1-yl)ethyl)amino)isoindoline-1,3-dione